FC(C(=O)OC(C(F)F)=O)F.C(=C)(C)C=1C2CCC(C1)C2 2-isopropenyl-norbornene 2,2-difluoroacetyl-2,2-difluoroacetate